1-(2-hydroxy-2-methyl-3-phenoxypropionyl)-indoline OC(C(=O)N1CCC2=CC=CC=C12)(COC1=CC=CC=C1)C